S(=O)(=O)([O-])OOS(=O)(=O)[O-].[K+].[K+] Kalium peroxydisulfat